FC1=CC=C(CC=2C(=NC=C(C(=O)O)C2)NCCN2CCCC2)C=C1 5-(4-fluorobenzyl)-6-((2-(pyrrolidin-1-yl)ethyl)amino)nicotinic acid